[2-chloro-4-(1,3-dioxolan-2-yl)-3-[(4-methoxyphenyl)methoxy]phenyl]acetic acid ClC1=C(C=CC(=C1OCC1=CC=C(C=C1)OC)C1OCCO1)CC(=O)O